CN1CCC(CC1)NC=1SC2=C(N=NC(=C2)C2=C(C=C(C=C2)C=2C=NNC2)O)N1 2-{6-[(1-Methylpiperidin-4-yl)amino][1,3]thiazolo[4,5-c]pyridazin-3-yl}-5-(1H-pyrazol-4-yl)phenol